Docosahexaenoic Acid ETHYL ESTER CCCCCCCCC/C=C/C=C/C=C/C=C/C=C/C=C/C(=O)OCC